OCCN1C(N(C2=C1C=CC=C2)C2C(NC(CC2)=O)=O)=O 3-(3-(2-hydroxyethyl)-2-oxo-2,3-dihydro-1H-benzo[d]Imidazol-1-yl)piperidine-2,6-dione